N1(CCCCC1)[Si](OCC)(OCC)N1CCCCC1 dipiperidinyldiethoxysilane